7-nitro-1,2,3-benzoxadiazoleamine [N+](=O)([O-])C=1C=CC(=C2N=NOC21)N